C(C1=CC=CC=C1)OC=1C(=NN(C1C1=NN(C(=N1)C1=NC(=CC2=C1C=NN2C)C(=O)OC)C)CC)C methyl 4-{3-[4-(benzyloxy)-1-ethyl-3-methyl-1H-pyrazol-5-yl]-1-methyl-1H-1,2,4-triazol-5-yl}-1-methyl-1H-pyrazolo[4,3-c]pyridine-6-carboxylate